rubidium-barium [Ba].[Rb]